3-isopropyl-6,7-dihydro-5H-cyclopenta[c]Pyridine-4-carbonitrile C(C)(C)C1=C(C2=C(C=N1)CCC2)C#N